CCCC=CC=CC=CC(=O)OC methyl (2E,4E,6Z)-decatrienoate